N1(CCCCCC1)C=1N=C(C2=C(C=NNC2=O)N1)NC1=CC=C(C=C1)N1CCC(CC1)OC 2-(azepan-1-yl)-4-((4-(4-methoxypiperidin-1-yl)phenyl)amino)pyrimido[4,5-d]pyridazin-5(6H)-one